COC=1C=C(C=CC1OC)[C@H](C1CCN(CC1)C(=O)C=1C=CC2=C(NC(CO2)=O)C1)C=1C=NC=CC1 6-[4-[(S)-(3,4-dimethoxyphenyl)-(3-pyridyl)methyl]piperidine-1-carbonyl]-4H-1,4-benzoxazin-3-one